4-(3,5-dimethoxy-4-((4-(piperidin-4-yloxy)piperidin-1-yl)methyl)phenyl)-2-methyl-2,7-naphthyridin-1(2H)-one hydrochloride Cl.COC=1C=C(C=C(C1CN1CCC(CC1)OC1CCNCC1)OC)C1=CN(C(C2=CN=CC=C12)=O)C